FC(C(=O)[O-])(F)F.ClC1=C(C(=O)N(C)CCN2CC[N+](CC2)(C)C)C=CC(=C1)NC=1C=2N(C=CN1)C(=CN2)C2=C(C(=C(C=C2)OC)F)F 2-chloro-4-[[3-(2,3-difluoro-4-methoxy-phenyl)imidazo[1,2-a]pyrazin-8-yl]amino]-N-[2-(4,4-dimethylpiperazin-4-ium-1-yl)ethyl]-N-methyl-benzamide 2,2,2-trifluoroacetate